ClC=1C=C2C(=NC(=NC2=C(C1)F)OC[C@]12CCCN2C[C@@H](C1)F)N1CC2=C(C=NC=C2CC1C)F 6-chloro-8-fluoro-4-(8-fluoro-3-methyl-3,4-dihydro-2,6-naphthyridin-2(1H)-yl)-2-(((2R,7aS)-2-fluorotetrahydro-1H-pyrrolizin-7a(5H)-yl)methoxy)quinazoline